trans-2-[3-(4-tert-butylphenyl)-2-methylprop-2-enyl]Malononitrile C(C)(C)(C)C1=CC=C(C=C1)C=C(CC(C#N)C#N)C